CN1C(=CC=2C=NC(=CC21)NC(C)=O)C2=NC=NC(=C2)C N-(1-Methyl-2-(6-methylpyrimidin-4-yl)-1H-pyrrolo[3,2-c]pyridin-6-yl)acetamide